((1R,3S)-3-(2-(4-((tert-butoxycarbonyl) amino) butyl)-3-(trifluoromethyl)-5,6,7,8-tetrahydro-1,6-naphthyridine-6-carbonyl)-3-isopropylcyclopentyl) carbamate C(N)(O[C@H]1C[C@@](CC1)(C(C)C)C(=O)N1CC=2C=C(C(=NC2CC1)CCCCNC(=O)OC(C)(C)C)C(F)(F)F)=O